(S)-2-((2-((R)-4-Methoxy-2-oxopyrrolidin-1-yl)-5,6-dihydrobenzo[f]imidazo[1,2-d][1,4]oxazepin-9-yl)amino)propanamide CO[C@@H]1CC(N(C1)C=1N=C2N(CCOC3=C2C=CC(=C3)N[C@H](C(=O)N)C)C1)=O